CN(C)S(=O)(=O)C1=CC(=C(C=C1)Br)C(F)(F)F 4-bromo-N,N-dimethyl-3-(trifluoromethyl)benzenesulfonamide